C(C)(C)C1=C(NC2=CC=C(C=C12)OC1CCN(CC1)C)C=1C=C(C=2N(C1)N=CN2)C 6-(3-Isopropyl-5-((1-methylpiperidin-4-yl)oxy)-1H-indol-2-yl)-8-methyl-[1,2,4]triazolo[1,5-a]pyridin